ClC=1C=C(C=CC1)C([C@H](OC(=O)N[C@H](C(=O)OC)CC1CCCCC1)C1=CC=CC=C1)(F)F methyl (S)-2-((((R)-2-(3-chlorophenyl)-2,2-difluoro-1-phenylethoxy) carbonyl) amino)-3-cyclohexylpropionate